C(#N)C=1C=C(C=CC1)C=1C=C(C=NC1)C1=NOC2(C1C1CCC2C1)C(=O)NC=1C=C2C=NNC2=CC1 3-(5-(3-cyanophenyl)pyridin-3-yl)-N-(1H-indazol-5-yl)-3a,4,5,6,7,7a-hexahydro-4,7-methylenebenzo[d]isoxazole-7a-carboxamide